1-[5-chloro-4-[[1-methyl-3-[3-(methylamino)-3-oxo-propyl]-2-oxo-benzimidazol-5-yl]amino]pyrimidin-2-yl]-N-[3-(2,6-dioxo-3-piperidyl)-1-methyl-indazol-6-yl]piperidine-4-carboxamide ClC=1C(=NC(=NC1)N1CCC(CC1)C(=O)NC1=CC=C2C(=NN(C2=C1)C)C1C(NC(CC1)=O)=O)NC1=CC2=C(N(C(N2CCC(=O)NC)=O)C)C=C1